ClC=1C=C(C(=NC1C(F)(F)F)N1CCC(CCC1)(F)F)I 1-[5-chloro-3-iodo-6-(trifluoromethyl)-2-pyridinyl]-4,4-difluoro-azepan